C(CCCCCCC)[Si](OC)(OC)CCCCCCCC di-n-octyldimethoxysilane